diethyl-2-undecyl-2-ethyl-myristate C(C)C(C(C(=O)[O-])(CC)CCCCCCCCCCC)(CCCCCCCCCCC)CC